3-(ethyliminomethyleneamino)-N,N-dimethylpropan-1-amine-hydrochloride Cl.C(C)N=C=NCCCN(C)C